CC1(OB(OC1(C)C)C(CC)B1OC(C(O1)(C)C)(C)C)C 4,4,5,5-tetramethyl-2-[1-(4,4,5,5-tetramethyl-1,3,2-dioxaborolan-2-yl)propyl]-1,3,2-dioxaborolane